CN[C@@H](C(C)C)C(=O)O Methylvaline